(S)-2-((1-(3-chloro-6-(2-(diisopropylcarbamoyl)-4-fluorophenoxy)-1,2,4-Triazin-5-yl)pyrrolidin-3-yl)methyl)-2,7-diazaspiro[3.5]nonane-7-carboxylic acid benzyl ester C(C1=CC=CC=C1)OC(=O)N1CCC2(CN(C2)C[C@H]2CN(CC2)C=2N=C(N=NC2OC2=C(C=C(C=C2)F)C(N(C(C)C)C(C)C)=O)Cl)CC1